C(C)(C)(C)C1=NC(=C(C(=C1)Br)F)Cl tert-butyl-(4-bromo-6-chloro-5-fluoropyridine)